N,N-bisaminopropylhexylamine NCCCN(CCCN)CCCCCC